FC(C=1C=NC=2CNCCC2C1)(F)F 3-(trifluoromethyl)-5,6,7,8-tetrahydro-1,7-naphthyridine